[Li+].S(N)([O-])(=O)=O sulfamic acid lithium salt